N1=CC(=CC=C1)C=CC(=O)NC(C(=O)O)CC N-[3-(3-pyridyl)acryloyl]-2-aminobutyric acid